2,3-dimethyl-4-isopropoxy-phenol CC1=C(C=CC(=C1C)OC(C)C)O